C(C)(C)(C)OC(=O)N1CCC(CC1)C=1C=C2C(=CNC2=CC1F)C(C)C 4-(6-fluoro-3-isopropyl-1H-indol-5-yl)piperidine-1-carboxylic acid tert-butyl ester